S(=O)(O)O.C=O formaldehyde (sulfite)